aminobromine NBr